C(C)(C)(C)OC(CC1(C[C@@H](N[C@@H](C1)C)C)O)=O 2-[(2s,6r)-4-hydroxy-2,6-dimethyl-4-piperidinyl]acetic acid tert-butyl ester